(S)-N-((6-(cyclopropanesulfonamido)pyrimidin-4-yl)(tetrahydro-2H-pyran-4-yl)methyl)-5-(6-ethoxypyrazin-2-yl)thiazole-2-carboxamide C1(CC1)S(=O)(=O)NC1=CC(=NC=N1)[C@@H](NC(=O)C=1SC(=CN1)C1=NC(=CN=C1)OCC)C1CCOCC1